3-[(Z)-2-(5-aminopyrazine-2-yl)-2-fluoroethenyl]-4-(difluoromethoxy)benzoic acid NC=1N=CC(=NC1)/C(=C/C=1C=C(C(=O)O)C=CC1OC(F)F)/F